FC1(CC(C1)NC1=NC(=NC=C1C=O)SC)F 4-[(3,3-difluorocyclobutyl)amino]-2-methylsulfanyl-pyrimidine-5-carbaldehyde